(S)-3-(tert-butyl)-N-(1-(4-(2-(cyclopropanecarboxamido)pyridin-4-yl)-2-methylphenyl)ethyl)-1,2,4-oxadiazole-5-carboxamide C(C)(C)(C)C1=NOC(=N1)C(=O)N[C@@H](C)C1=C(C=C(C=C1)C1=CC(=NC=C1)NC(=O)C1CC1)C